(E)-1-(4-Ethylphenyl)-3-(4-hydroxy-3-methoxyphenyl)prop-2-en-1-one C(C)C1=CC=C(C=C1)C(\C=C\C1=CC(=C(C=C1)O)OC)=O